(2S,4R)-1-[(2S)-2-(4-cyclopropyltriazol-1-yl)-3,3-dimethyl-butanoyl]-4-hydroxy-N-[[4-[(3-hydroxypyrrolidin-1-yl)methyl]phenyl]methyl]pyrrolidine-2-carboxamide C1(CC1)C=1N=NN(C1)[C@H](C(=O)N1[C@@H](C[C@H](C1)O)C(=O)NCC1=CC=C(C=C1)CN1CC(CC1)O)C(C)(C)C